N-(1-cyclobutyl-3-(3,3-difluoro-1-methylcyclobutyl)-4-methyl-1H-pyrazol-5-yl)-2-fluoro-3-methylbutanamide C1(CCC1)N1N=C(C(=C1NC(C(C(C)C)F)=O)C)C1(CC(C1)(F)F)C